(2R,5S)-4-(8-cyanoquinolin-5-yl)-N-(6-(3-(3-((2-(2,6-dioxopiperidin-3-yl)-1,3-dioxoisoindolin-5-yl)oxy)propoxy)propoxy)pyridin-3-yl)-2,5-dimethylpiperazine-1-carboxamide C(#N)C=1C=CC(=C2C=CC=NC12)N1C[C@H](N(C[C@@H]1C)C(=O)NC=1C=NC(=CC1)OCCCOCCCOC=1C=C2C(N(C(C2=CC1)=O)C1C(NC(CC1)=O)=O)=O)C